N-[3-(6-chloro-1,3-benzothiazol-2-yl)-1-bicyclo[1.1.1]pentanyl]-2-(1-methyl-1-methylsulfonyl-ethyl)thiazole-5-carboxamide ClC1=CC2=C(N=C(S2)C23CC(C2)(C3)NC(=O)C3=CN=C(S3)C(C)(S(=O)(=O)C)C)C=C1